(R)-2-Amino-5-(3-fluoropyrrolidin-1-yl)-1-(3-((4-methoxybenzyl)oxy)-2,6-dimethylphenyl)-6-methyl-1H-pyrrolo[2,3-b]pyridine-3-carbonitrile NC1=C(C=2C(=NC(=C(C2)N2C[C@@H](CC2)F)C)N1C1=C(C(=CC=C1C)OCC1=CC=C(C=C1)OC)C)C#N